BrC1=C(C=CC(=C1)F)C=1N=C(OC1CC=1C=NN(C1)CC)C 4-(2-bromo-4-fluorophenyl)-5-((1-ethyl-1H-pyrazol-4-yl)methyl)-2-methyloxazole